(R)- or (S)-3-(acetamidomethyl)-1-(4-(trifluoromethyl)phenyl)-2,3-dihydro-1H-pyrido[2,3-b][1,4]oxazine-6-carboxamide C(C)(=O)NC[C@@H]1CN(C2=C(O1)N=C(C=C2)C(=O)N)C2=CC=C(C=C2)C(F)(F)F |o1:5|